trans-3-((3-Fluorocyclobutyl)amino)-5-(4-hydroxycyclohexyl)-8-((4-methylpiperazin-1-yl)methyl)pyrimido[4,5-c]isoquinolin-6(5H)-one FC1CC(C1)NC=1N=CC2=C(N(C(C=3C=C(C=CC23)CN2CCN(CC2)C)=O)[C@@H]2CC[C@H](CC2)O)N1